F[P-](F)(F)(F)(F)F.CC1(C2=[N+](C3=CC=CC=C13)CCCC2)C 10,10-dimethyl-7,8,9,10-tetrahydro-6H-pyrido[1,2-a]indolium hexafluorophosphate